C(C)SC=1OC2=C(C=C(C=C2C(C1)=O)C)[C@@H](C)NC1=C(C(=O)O)C(=CC=C1)F 2-[[(1R)-1-(2-Ethylsulfanyl-6-methyl-4-oxo-chromen-8-yl)ethyl]amino]-6-fluoro-benzoic acid